B(Br)(Br)Br Boron tri-bromide